BrC1=CC=C(C=C1)C1=CN=C(O1)CCC(=O)O 3-[5-(4-bromophenyl)-1,3-oxazol-2-yl]propanoic acid